lithium (2R)-2-(((2S,5R)-2-carbamoyl-3-cyclopropyl-7-oxo-1,6-diazabicyclo[3.2.1]oct-3-en-6-yl) oxy)-2-fluoroacetate C(N)(=O)[C@H]1N2C(N([C@H](C=C1C1CC1)C2)O[C@@H](C(=O)[O-])F)=O.[Li+]